1-(ethoxymethyl)-3-(trifluoromethyl)pyrazole C(C)OCN1N=C(C=C1)C(F)(F)F